N-cyclohexyl-5-(4-methoxyphenyl)pyrazolo[1,5-a]pyrimidin-7-amine C1(CCCCC1)NC1=CC(=NC=2N1N=CC2)C2=CC=C(C=C2)OC